Cl.ClC1=C(C=CC=C1[C@]1(NC(N(C(C1)=O)[C@H]1C[C@H](OCC1)C)=N)C)NC(=O)C=1C=NC=CC1C(F)(F)F |o1:15,17| N-(2-Chloro-3-{(4S)-2-imino-4-methyl-1-[(2R*,4R*)-2-methyl-tetrahydropyran-4-yl]-6-oxo-hexahydropyrimidin-4-yl}phenyl)-4-(trifluoromethyl)pyridine-3-carboxamide hydrochloride